C/C(=C/C)/C=C(/C=C(/C=C/CC)\C)\C (2Z,4E,6E,8E)-3,5,7-trimethyl-2,4,6,8-undecatetraene